ClC1=C(C=CC(=C1)C)C(C)(O)C1=C(C(=O)O)C=CC=C1 (1-(2-chloro-4-methylphenyl)-1-hydroxyethyl)benzoic acid